FC=1C=C(CCNC(C(=O)N[C@@H]2C(N(C3=C(OC2)C=CC(=C3)C#CCCO)C)=O)=O)C=C(C1)F (S)-N1-(3,5-difluorophenethyl)-N2-(7-(4-hydroxybut-1-yn-1-yl)-5-methyl-4-oxo-2,3,4,5-tetrahydrobenzo[b][1,4]oxazepin-3-yl)oxalamide